[Eu+3].C1(=CC=CC=C1)C(C(C(=O)C1=CC=CC=C1)C1=C(C(=NC2=C3N=CC=CC3=CC=C12)C(C(=O)C1=CC=CC=C1)C(=O)C1=CC=CC=C1)C(C(=O)C1=CC=CC=C1)C(=O)C1=CC=CC=C1)=O tris(1,3-diphenyl-1,3-propandionyl)(1,10-phenanthroline) europium (III)